2-[[3-bromo-5-(4-cyclopropyl-6-methoxy-pyrimidin-5-yl)-7-(trifluoromethyl)pyrazolo[4,3-d]pyrimidin-2-yl]methoxy]ethyl-trimethyl-silane BrC=1N(N=C2C1N=C(N=C2C(F)(F)F)C=2C(=NC=NC2OC)C2CC2)COCC[Si](C)(C)C